C(#N)C=1C=CC(=NC1)NC1=NC=C(C(=N1)NC1=C(C(=CC=C1)C1=NN(C=N1)C)OC)C(=O)NC ((5-cyanopyridin-2-yl)amino)-4-((2-methoxy-3-(1-methyl-1H-1,2,4-triazol-3-yl)phenyl)amino)-N-methylpyrimidine-5-carboxamide